FC1(CN(C1)C1=CN=CC(=N1)/C(=C/C1=CC=C(C(=C1N1CC2(CCC1)CCN(CC2)CC)C(F)(F)F)OC2=CC=CC=C2)/F)F (Z)-2-(6-(2-(6-(3,3-difluoroazetidin-1-yl)pyrazin-2-yl)-2-fluorovinyl)-3-phenoxy-2-(trifluoromethyl)phenyl)-9-ethyl-2,9-diazaspiro[5.5]undecane